tert-butyl (4R)-3-(2-ethoxy-1,1-dimethyl-2-oxo-ethyl)-6-azaspiro[3.4]octane-6-carboxylate C(C)OC(C(C)(C)C1CC[C@]12CN(CC2)C(=O)OC(C)(C)C)=O